(1-(methylsulfonyl)piperidine-4-yl)carbamic acid tert-butyl ester C(C)(C)(C)OC(NC1CCN(CC1)S(=O)(=O)C)=O